Cl.ClC1=NC(=NC(=N1)N(CC)CC)N(CC)CC.ClC1=NC(=NC(=N1)N(CC)CC)N(CC)CC.ClC1=NC(=NC(=N1)N(CC)CC)N(CC)CC.ClC1=NC(=NC(=N1)N(CC)CC)N(CC)CC tetrachlorazine hydrochloride